8-((5-Bromo-2-((2-methoxy-5-methyl-4-(4-(4-methylpiperazin-1-yl)piperidin-1-yl)phenyl)amino)pyrimidin-4-yl)amino)-1,2,3,4-tetrahydronaphthalen-1-ol BrC=1C(=NC(=NC1)NC1=C(C=C(C(=C1)C)N1CCC(CC1)N1CCN(CC1)C)OC)NC=1C=CC=C2CCCC(C12)O